C(#N)C[C@H]1N(CC[C@@H](C1)N1N=NC=2C(=NC=3C(=C(C(=CC3C21)C)C=2C=NC(=CC2)C)F)SC)C(=O)OC(C)(C)C tert-butyl (2S,4S)-2-(cyanomethyl)-4-(6-fluoro-8-methyl-7-(6-methylpyridin-3-yl)-4-(methylthio)-1H-[1,2,3]triazolo[4,5-c]quinolin-1-yl)piperidine-1-carboxylate